IC1=C2C(=NC=C1NC(OC(C)(C)C)=O)SC(=N2)C tert-butyl (7-iodo-2-methylthiazolo[5,4-b]pyridin-6-yl)carbamate